C(C)N(C(=S)N)CC N,N-diethyl-thiourea